((benzyloxy)methyl)benzaldehyde C(C1=CC=CC=C1)OCC1=C(C=O)C=CC=C1